eicosyldimethylammonium tetrakis(pentafluorophenyl)borate FC1=C(C(=C(C(=C1[B-](C1=C(C(=C(C(=C1F)F)F)F)F)(C1=C(C(=C(C(=C1F)F)F)F)F)C1=C(C(=C(C(=C1F)F)F)F)F)F)F)F)F.C(CCCCCCCCCCCCCCCCCCC)[NH+](C)C